benzyl-3-{[(benzyloxy)carbonyl]amino}-D-alaninate C(C1=CC=CC=C1)OC([C@H](N)CNC(=O)OCC1=CC=CC=C1)=O